Diphenyl-Methan C1(=CC=CC=C1)CC1=CC=CC=C1